C(#N)C=1C=NN2C1C(=CC(=C2)C=2N=NN(C2C)C2CCN(CC2)C(=O)OC(C)(C)C)OC(C)C2=C(C=CC=C2)C(N(C)C)=O tert-Butyl 4-[4-[3-cyano-4-[1-[2-(dimethylcarbamoyl) phenyl]ethoxy] pyrazolo[1,5-a]pyridin-6-yl]-5-methyl-triazol-1-yl]piperidine-1-carboxylate